NC1=C(OCC(C(=O)OC(C)(C)C)=C)C=C(C=C1)C(F)(F)F tert-butyl 2-[[2-amino-5-(trifluoromethyl)phenoxy]methyl]prop-2-enoate